C(C)(=O)N1CCN(CC1)C1CCN(CC1)C1=C(C=C(C(=C1)OC)NC1=NC=NC(=C1)N1OCC[C@@H]1C1=CC=C(C=C1)Cl)NC(C=C)=O N-(2-(4-(4-acetylpiperazine-1-yl)piperidine-1-yl)-5-((6-((R)-3-(4-chlorophenyl)isoxazolidine-2-yl)pyrimidine-4-yl)amino)-4-methoxyphenyl)acrylamide